4,5-dihydro-5,5-diphenyl-isoxazole ethyl-2-{3-[(2-ethoxyethyl)carbamoyl]azetidin-1-yl}-8-(5-fluoro-1,3-thiazol-2-yl)-4-methyl-5-oxo-5H,8H-pyrido[2,3-d]pyrimidine-6-carboxylate C(C)OC(=O)C=1C(C2=C(N=C(N=C2C)N2CC(C2)C(NCCOCC)=O)N(C1)C=1SC(=CN1)F)=O.C1(=CC=CC=C1)C1(CC=NO1)C1=CC=CC=C1